ClC1=NC(=NC=C1C(F)(F)F)NC=1C=CC(=NC1C1CC1)N1CC2N(C(C1)C2)C(=O)OC(C)(C)C tert-butyl 3-(5-((4-chloro-5-(trifluoromethyl)pyrimidin-2-yl)amino)-6-cyclopropylpyridin-2-yl)-3,6-diazabicyclo[3.1.1]heptane-6-carboxylate